FC=1C=C(C(=NC1)N1C[C@@H](N(CC1)C(=O)OC(C)(C)C)C)C tert-butyl (2S)-4-(5-fluoro-3-methylpyridin-2-yl)-2-methylpiperazine-1-carboxylate